C(C1=CC=CC=C1)N1C[C@](CCC1)(O)C1=CC(=CC=C1)Br |r| (±)-1-benzyl-3-(3-bromophenyl)piperidin-3-ol